ethyl 3-(2,5-difluoro-4-pyridyl)-2,2-difluoro-propanoate FC1=NC=C(C(=C1)CC(C(=O)OCC)(F)F)F